(E)-1-[4-(4-Butylpiperazin-1-yl)phenyl]-3-[4-[[1-[2-(2,4-difluorophenyl)-2-hydroxy-3-(1,2,4-triazol-1-yl)propyl]triazol-4-yl]methoxy]phenyl]prop-2-en-1-one C(CCC)N1CCN(CC1)C1=CC=C(C=C1)C(\C=C\C1=CC=C(C=C1)OCC=1N=NN(C1)CC(CN1N=CN=C1)(O)C1=C(C=C(C=C1)F)F)=O